BrC=1C(=NC(=NC1C)N)C 5-bromo-4,6-dimethylpyrimidin-2-amine